C(C)(C)(C)OC(=O)N1CCC(=CC1)C1=CC2=C(N=C(N=C2N[C@H](C)C2=C(C(=CC=C2)C(F)F)F)C)N=C1 (R)-4-(4-((1-(3-(difluoromethyl)-2-fluorophenyl)ethyl)amino)-2-methylpyrido[2,3-d]pyrimidin-6-yl)-3,6-dihydropyridine-1(2H)-carboxylic acid tert-butyl ester